5-(difluoromethyl)-7-nitroquinoline FC(C1=C2C=CC=NC2=CC(=C1)[N+](=O)[O-])F